mercury phenoxyacrylate O(C1=CC=CC=C1)C(C(=O)[O-])=C.[Hg+]